ClC1=NC=C(C(=N1)NCC1=CC=C(C=C1)C=1N(C=C(N1)C(F)(F)F)C(C)C)[N+](=O)[O-] 2-chloro-N-([4-[1-isopropyl-4-(trifluoromethyl)imidazol-2-yl]phenyl]methyl)-5-nitropyrimidin-4-amine